[SiH](=O)[O-] monosilaneAt